glutamic acid L-Glutamate N[C@@H](CCC(=O)O)C(=O)O.N[C@@H](CCC(=O)O)C(=O)O